(2R)-N-(4-(tert-butyl)phenyl)-2-cyano-N-(2-((4,4-difluorocyclohexyl)amino)-1-(5-fluoropyridin-3-yl)-2-oxoethyl)pyrrolidine-1-carboxamide C(C)(C)(C)C1=CC=C(C=C1)N(C(=O)N1[C@H](CCC1)C#N)C(C(=O)NC1CCC(CC1)(F)F)C=1C=NC=C(C1)F